1-(2-(benzyloxy)ethyl)-6-fluoro-4-carbonyl-1,4-dihydroquinoline-2-carboxylic acid C(C1=CC=CC=C1)OCCN1C(=CC(C2=CC(=CC=C12)F)=C=O)C(=O)O